C(C)(=O)C1=CC2=C(O1)C(C1=CC=CC=C1C2=O)=O 2-acetylnaphtho[2,3-b]furan-4,9-quinone